C1(CC1)C=1N=C(SC1)C1=CC=C(C=O)C=C1 4-(4-cyclopropyl-1,3-thiazol-2-yl)benzaldehyde